C1(CC12CCN(CC2)C(=O)N)C(=O)N 6-azaspiro[2.5]octane-1,6-dicarboxamide